4-((2S,5R)-4-acryloyl-2,5-dimethylpiperazin-1-yl)-7-(1,3-dimethyl-1H-pyrazole-4-yl)-1-(2-isopropyl-4-methylpyridin-3-yl)-2-oxo-1,2-dihydropyrido[2,3-d]pyrimidine-6-carbonitrile C(C=C)(=O)N1C[C@@H](N(C[C@H]1C)C=1C2=C(N(C(N1)=O)C=1C(=NC=CC1C)C(C)C)N=C(C(=C2)C#N)C=2C(=NN(C2)C)C)C